FC(C1(CN(CCC1)C(=O)OCC1=CC=CC=C1)N=C=O)F benzyl 3-(difluoromethyl)-3-isocyanatopiperidine-1-carboxylate